1-methyl-4-((3-(p-tolyl)allyl)sulfonyl)benzene CC1=CC=C(C=C1)S(=O)(=O)CC=CC1=CC=C(C=C1)C